C1(CCCCC1)CCN1C(CNCC1)C=1NC(N(N1)C1=CC=C(C=C1)OC)=O 5-(1-(2-cyclohexylethyl)piperazin-2-yl)-2-(4-methoxyphenyl)-2,4-dihydro-3H-1,2,4-triazol-3-one